nitrilotris(methylphosphoric acid) N(OP(OC)(O)=O)(OP(OC)(O)=O)OP(OC)(O)=O